2-azabicyclo[3.1.0]hexane C12NCCC2C1